2-(2-chlorobenzylidene)-7-(3-hydroxy-1-methylpiperidin-4-yl)-4,6-dimethoxybenzofuran-3(2H)-one ClC1=C(C=C2OC3=C(C2=O)C(=CC(=C3C3C(CN(CC3)C)O)OC)OC)C=CC=C1